O1C2=C(OCC1)C=C(C=C2)COC2=CC=CC(=N2)C=2CCN(CC2)CC2=NC1=C(N2C[C@H]2OCC2)C=C(C=C1)C(=O)OC methyl (S)-2-((6-((2,3-dihydrobenzo[b][1,4]dioxin-6-yl) methoxy)-3',6'-dihydro-[2,4'-bipyridine]-1'(2'H)-yl) methyl)-1-(oxetan-2-ylmethyl)-1H-benzo[d]imidazole-6-carboxylate